ClC=1C=C(C=CC1C1=NC(=C(C=C1)F)C#N)S(=O)(=O)NC1C(CCCC1)O 3-chloro-4-(6-cyano-5-fluoropyridin-2-yl)-N-(2-hydroxycyclohexyl)benzenesulfonamide